NC=1C=2N(C=CN1)C(=NC2C2=C(C=C(C=C2OC)C(NC2=NC=CC(=C2)C(F)(F)F)=O)F)[C@H]2C([C@](CC2)(C(=O)O)C)(C)C (1S,3R)-3-[8-amino-1-(2-fluoro-6-methoxy-4-{[4-(trifluoromethyl)pyridin-2-yl]carbamoyl}phenyl)imidazo[1,5-a]pyrazin-3-yl]-1,2,2-trimethylcyclopentanecarboxylic acid